4-((4-((2-(2,6-dioxopiperidin-3-yl)-4-fluoro-1,3-dioxoisoindolin-5-yl)methyl)piperazin-1-yl)methyl)-N-(4-methyl-3-((4-(pyridin-3-yl)pyrimidin-2-yl)amino)phenyl)benzamide O=C1NC(CCC1N1C(C2=CC=C(C(=C2C1=O)F)CN1CCN(CC1)CC1=CC=C(C(=O)NC2=CC(=C(C=C2)C)NC2=NC=CC(=N2)C=2C=NC=CC2)C=C1)=O)=O